CC1=C(C(=CC=C1)C)C1=NC(=NC(=C1)OC[C@@H](CC(C)C)NCCC1(CC1)C(F)(F)F)NS(=O)(=O)C=1C=C(C(=O)O)C=CC1 3-[[4-(2,6-Dimethylphenyl)-6-[(2R)-4-methyl-2-[2-[1-(trifluoromethyl)cyclopropyl]ethylamino]pentoxy]pyrimidin-2-yl]sulfamoyl]benzoic acid